ClCC1=NC(=NO1)C1CC2=CC=CC=C2C1 5-(chloromethyl)-3-(2,3-dihydro-1H-inden-2-yl)-1,2,4-oxadiazole